C1(CCC1)OC=1C=C(C=CC1)C=1C=C2C=CC(=CC2=CC1)CCC(=O)O 3-[6-(3-Cyclobutoxy-phenyl)-naphthalen-2-yl]-propionic acid